C(C)OC(=O)C=1C(=NC2=CC=C(C=C2C1C)Cl)C 6-chloro-2,4-dimethylquinoline-3-carboxylic acid ethyl ester